7,8-dimethoxy-3-(3-[[(1S)-(4,5-dimethoxybenzocyclobutane-1-yl)methyl]-methylamino]propyl)-1,3,4,5-tetrahydro-2H-benzazepin-2-one hydrochloride Cl.COC=1C(=CC2=C(CCC(C(N2)=O)CCCN(C)C[C@H]2CC3=C2C=C(C(=C3)OC)OC)C1)OC